F[B-](F)(F)F.C(CCCCC)[N+]1=CC=CC=C1 N-hexyl-pyridinium tetrafluoroborate